2-Boc-2,6-diazaspiro[3.3]heptane hemioxalate C(C(=O)O)(=O)O.C(=O)(OC(C)(C)C)N1CC2(C1)CNC2.C(=O)(OC(C)(C)C)N2CC1(C2)CNC1